C(C)(C)N(C(=O)C1=C(OC2=C(N=CN=N2)N2C[C@@H](CC2)CN2CCC3(CC2)CCC(CC3)NC(=O)C=3C=NNC3)C=CC(=C1)F)C(C)C (S)-N-(3-((1-(6-(2-(diisopropylcarbamoyl)-4-fluorophenoxy)-1,2,4-triazine-5-yl)pyrrolidin-3-yl)methyl)-3-azaspiro[5.5]undecane-9-yl)-1H-pyrazole-4-carboxamide